The molecule is a steroid glucuronide anion that is the conjugate base of calcidiol 25-O-(beta-D-glucuronide) arising from deprotonation of the carboxylic acid function; major species at pH 7.3. It derives from a calcidiol. It is a conjugate base of a calcidiol 25-O-(beta-D-glucuronide). C[C@H](CCCC(C)(C)O[C@H]1[C@@H]([C@H]([C@@H]([C@H](O1)C(=O)[O-])O)O)O)[C@H]2CC[C@@H]\\3[C@@]2(CCC/C3=C\\C=C/4\\C[C@H](CCC4=C)O)C